BrC1=NC=C(C(=C1)C(=O)OC)C1CC1 methyl 2-bromo-5-cyclopropylpyridine-4-carboxylate